C(C)(C)OC(C#CCOC(C(CCC(=O)O)=O)=O)=O 5-((4-isopropoxy-4-oxobut-2-yn-1-yl)oxy)-4,5-dioxopentanoic acid